2-(4-(methylsulfonyl)phenyl)acetamide CS(=O)(=O)C1=CC=C(C=C1)CC(=O)N